2-(3-(benzyloxy)propyl)-7-bromo-1-(4-methoxybenzyl)-1H-imidazo[4,5-d]thieno[3,2-b]pyridine C(C1=CC=CC=C1)OCCCC1=NC=2C(=C3C(=NC2)C=C(S3)Br)N1CC1=CC=C(C=C1)OC